C(C)OC(=O)C=1C=NN2C1N=C(C=C2)N2[C@H](C[C@@H](C2)F)C2=C(C=CC(=C2)F)OCCNC(=O)OC(C)(C)C 5-((2R,4S)-2-(2-(2-((tert-butoxycarbonyl)amino)ethoxy)-5-fluorophenyl)-4-fluoropyrrolidin-1-yl)pyrazolo[1,5-a]pyrimidine-3-carboxylic acid ethyl ester